1-(3-chloropyridin-2-yl)-N-[4-cyano-2-methyl-6-(methylcarbamoyl)phenyl]-3-([5-(trifluoromethyl)-2H-tetrazol-2-yl]methyl)-1H-pyrazole-5-carboxamide ClC=1C(=NC=CC1)N1N=C(C=C1C(=O)NC1=C(C=C(C=C1C(NC)=O)C#N)C)CN1N=C(N=N1)C(F)(F)F